1-(1-Methanesulphonylpiperidin-4-yl)methylamine CS(=O)(=O)N1CCC(CC1)CN